benzoic acid, hydrochloride Cl.C(C1=CC=CC=C1)(=O)O